C(C)(C)C=1C=C(NC1)C(=O)NN 4-isopropyl-1H-pyrrole-2-carbohydrazide